N-n-dodecyl-piperidine-4-carboxylic acid C(CCCCCCCCCCC)N1CCC(CC1)C(=O)O